[Ge].COC1=CC=C(C(=O)[Ge](CC)(CC)C(C2=CC=C(C=C2)OC)=O)C=C1 bis(4-methoxybenzoyl)-diethyl-germanium Germanium